C(C)N(C1=CC=CC=N1)C 6-(ethyl-(methyl)amino)pyridine